Benzyl (2S)-2-methyl-1,4-diazacycloheptane-1-carboxylate C[C@@H]1N(CCCNC1)C(=O)OCC1=CC=CC=C1